COC=1C=C2C(=NC(=NC2=CC1OCCCCCCC(=O)OC)C)NC(C)C=1SC=C(C1)C1=C(C=CC=C1)CNC Methyl 7-((6-methoxy-2-methyl-4-((1-(4-(2-((methylamino)methyl)phenyl)-thiophen-2-yl)ethyl)amino)quinazolin-7-yl)oxy)heptanoate